FC=1C(=NC(=NC1)NC1=CC=C(C=C1)N1CCOCC1)OCC1CCC(CC1)NC 5-fluoro-4-(((1R,4R)-4-(methylamino)cyclohexyl)methoxy)-N-(4-morpholinophenyl)pyrimidin-2-amine